ClC=1C=CC(=NC1)C1(OC2=C(O1)C=CC=C2N2[C@H]1[C@@H](NCC2)COC1)C |r| rac-(4aR,7aS)-1-(2-(5-chloropyridin-2-yl)-2-methylbenzo[d][1,3]dioxol-4-yl)octahydrofuro[3,4-b]pyrazine